C(CCCC)(=O)O[C@@H]1O[C@@H]([C@H]([C@@H]1OC(CCCC)=O)OC(CCCC)=O)[C@H](C#C)OC(CCCC)=O (2S,3S,4R,5R)-5-((S)-1-(pentanoyloxy)prop-2-ynyl)-tetrahydrofuran-2,3,4-triyl tripentanoate